(2-(2-azidophenyl)-2-((4-chlorophenyl)amino)acetyl)glycine methyl ester COC(CNC(C(NC1=CC=C(C=C1)Cl)C1=C(C=CC=C1)N=[N+]=[N-])=O)=O